(5RS)-5-(3,4-dimethylbenzyl)-3-{5-[3-(trifluoromethyl)phenoxy]pyridazin-4-yl}-5,6-dihydro-4H-1,2,4-oxadiazine CC=1C=C(C[C@H]2NC(=NOC2)C2=CN=NC=C2OC2=CC(=CC=C2)C(F)(F)F)C=CC1C |r|